[Si](C)(C)(C(C)(C)C)OCC(CC=1N(C2=C(C(=CC=C2C1)Cl)Cl)S(=O)(=O)C1=CC=C(C)C=C1)NC(OC(C)(C)C)=O tert-Butyl (1-((tert-butyl dimethyl silyl)oxy)-3-(6,7-dichloro-1-tosyl-1H-indol-2-yl)propan-2-yl)carbamate